ClC1=CNC=2N=C(N=C(C21)NC2CCC2)NC2=CC=C(C1=C2OCCO1)C(=O)N1CCOCC1 (8-((5-chloro-4-(cyclobutylamino)-7H-pyrrolo[2,3-d]pyrimidin-2-yl)amino)-2,3-dihydrobenzo[b][1,4]dioxin-5-yl)(morpholino)methanone